Cl.FC1=CC(=CC2=C1N=C(S2)C2CCNCC2)C=2N=C1N(C=C(N=C1C)C)C2 2-[4-Fluoro-2-(piperidin-4-yl)-1,3-benzothiazol-6-yl]-6,8-dimethylimidazo[1,2-a]pyrazin-Hydrochlorid